(2-methyl-6-(prop-2-yn-1-yloxy)-2H-indazol-5-yl)-5-(6-methyl-2,6-diazaspiro[3.5]nonan-2-yl)pyrazine-2-carboxamide CN1N=C2C=C(C(=CC2=C1)C=1C(=NC=C(N1)N1CC2(C1)CN(CCC2)C)C(=O)N)OCC#C